ClC1=CC=C(C(=N1)C(=O)N(C)OC)N[C@H](C)C=1C=C(C=C2C(C(=C(OC12)C=1C=NN(C1)C)C)=O)C 6-Chloro-3-[[(1R)-1-[3,6-dimethyl-2-(1-methylpyrazol-4-yl)-4-oxo-chromen-8-yl]ethyl]amino]-N-methoxy-N-methyl-pyridine-2-carboxamide